3-ethyl-2,5-dimethyl-pyrazine C(C)C=1C(=NC=C(N1)C)C